COC1=CC=C(CN(C2=NC=CC(=N2)N[C@H](C)CCC)CC2=CC=C(C=C2)OC)C=C1 (R)-2-(Bis(4-methoxybenzyl)amino)-4-(pentan-2-ylamino)pyrimidin